6-(4-acetylpiperazin-1-yl)-N-(2-fluoro-benzyl)-N-methyl-3,4-dihydroisoquinoline-2(1H)-methanesulfonamide C(C)(=O)N1CCN(CC1)C=1C=C2CCN(CC2=CC1)CS(=O)(=O)N(C)CC1=C(C=CC=C1)F